COC1=NC(=NC(=C1C=COCC)OC)N 4,6-dimethoxy-5-(2-ethoxy-vinyl)-pyrimidin-2-yl-amine